IC1=CC(=NC(=C1)N1CCOCC1)NC1(COCC1)C 4-iodo-N-(3-methyl-oxolan-3-yl)-6-(morpholin-4-yl)pyridin-2-amine